ClC=1C=C(CN2C(=NC3=C2C=CC=C3N3CCNCC3)C(F)(F)F)C=CC1F 1-(3-chloro-4-fluorobenzyl)-4-(piperazin-1-yl)-2-(trifluoromethyl)-1H-benzo[d]imidazole